N[Pd](N)(N)(N)(Cl)(Cl)(Cl)Cl.[Pd] palladium tetra-amino-palladium tetra-chloride